The molecule is a monohydroxyflavanone that is (2S)-flavanone substituted by a hydroxy group at position 5, a methoxy group at position 7 and methyl groups at positions 6 and 8. It has been isolated from the buds of Cleistocalyx operculatus. It has a role as a plant metabolite. It is a monohydroxyflavanone and a monomethoxyflavanone. It derives from a (2S)-flavanone. CC1=C(C2=C(C(=C1OC)C)O[C@@H](CC2=O)C3=CC=CC=C3)O